ClC1=CC(=C(C=C1)NC(OC1CC1)=O)C(N[C@H](C(C(=O)NC1CC1)=O)C[C@H]1C(N[C@@H](C1)C)=O)=O cyclopropyl N-[4-chloro-2-[[(1S)-3-(cyclopropylamino)-1-[[(3S,5R)-5-methyl-2-oxo-pyrrolidin-3-yl]methyl]-2,3-dioxo-propyl]carbamoyl]phenyl]carbamate